11-((2-Hexyldecanoyl)oxy)-6-oxoundecyl (2-hexyldecanoyl)prolinate C(CCCCC)C(C(=O)N1[C@@H](CCC1)C(=O)OCCCCCC(CCCCCOC(C(CCCCCCCC)CCCCCC)=O)=O)CCCCCCCC